C(C)(C)(C)OC(=O)[C@H]1CCN2C(=CC=C12)C(C1=CC=C(C=C1)CCOC(CNC=O)(C)C)=O.S1C(=NC=C1)C(C(=O)N)=C 2-(thiazol-2-yl)acrylamide tert-butyl-(S)-5-(4-(2-((1-formamido-2-methylpropan-2-yl)oxy)ethyl)benzoyl)-2,3-dihydro-1H-pyrrolizine-1-carboxylate